S-methyl-S-(3-bromophenyl)sulfoximine CS(=O)(=N)C1=CC(=CC=C1)Br